N-(2-pyridyl)amide N1=C(C=CC=C1)[NH-]